6-(7-chloro-2-methyl-1H-benzo[d]imidazol-6-yl)-N-(4-morpholinylphenyl)-[1,2,4]triazolo[4',3':1,6]pyrido[2,3-d]pyrimidin-2-amine ClC1=C(C=CC2=C1NC(=N2)C)C2=CC1=C(N=C(N=C1)NC1=CC=C(C=C1)N1CCOCC1)N1C2=NN=C1